ClC1=C(C=CC=C1NC(=O)C=1N(C2=C(CNCC2)N1)C)C1=C(C(=CC=C1)NC(=O)C=1N(C2=C(CNCC2)N1)C)Cl N,N'-(2,2'-dichlorobiphenyl-3,3'-diyl)bis(1-methyl-4,5,6,7-tetrahydro-1H-imidazo[4,5-c]pyridine-2-carboxamide)